4-chloro-3-(2-chloroethoxy)-8-(3-(pyridin-4-yl)-1H-pyrazolo[3,4-b]pyridin-5-yl)-5,6,7,8-tetrahydronaphthalene-2-carbonitrile ClC1=C(C(=CC=2C(CCCC12)C=1C=C2C(=NC1)NN=C2C2=CC=NC=C2)C#N)OCCCl